ClC1=C(C=CC=C1)S(=O)(=O)NC1=NC(=C(C=C1)\C=C\C=1C=NC(=NC1)NC1CCC(CC1)N1CCSCC1)C 2-chloro-N-(6-methyl-5-((E)-2-(2-(((1r,4r)-4-thiomorpholinocyclohexyl)amino)pyrimidin-5-yl)vinyl)pyridin-2-yl)benzenesulfonamide